C(C)OC=1C=NC=C(C(=O)NC2=CC(=CC=C2)[C@H](C)NC2=CN=C3C(=N2)N(N=C3)C)C1 (S)-5-ethoxy-N-(3-(1-((1-methyl-1H-pyrazolo[3,4-b]pyrazin-6-yl)amino)ethyl)phenyl)nicotinamide